3,3'-dinitro-5,5'-bi-1,2,4-triazole [N+](=O)([O-])C=1N=NC(N1)=C1N=C(N=N1)[N+](=O)[O-]